2,2',2''-(10-((3-fluoropyridin-2-yl)methyl)-1,4,7,10-tetraazacyclododecane-1,4,7-triyl)triacetic acid FC=1C(=NC=CC1)CN1CCN(CCN(CCN(CC1)CC(=O)O)CC(=O)O)CC(=O)O